N[C@H](C(=O)O)CCN L-2,4-Diaminobutanoic acid